BrC(C#CC1=NC=C(C=C1)OC1CC(C1)OC1=NC=C(C=C1)Br)C (3-bromobut-1-ynyl)-5-[3-[(5-bromo-2-pyridinyl)oxy]cyclobutoxy]pyridine